C(C)(C)(C)C1=NOC(=N1)C12CCC(CC1)(C2)CO (4-(3-(tert-butyl)-1,2,4-oxadiazol-5-yl)bicyclo[2.2.1]heptan-1-yl)methanol